3,7-di(1H-indazol-5-yl)-10-(3-(3-methyl-5,6-dihydro-[1,2,4]triazolo[4,3-a]pyrazin-7(8H)-yl)propyl)-10H-phenoxazine N1N=CC2=CC(=CC=C12)C=1C=CC=2N(C3=CC=C(C=C3OC2C1)C=1C=C2C=NNC2=CC1)CCCN1CC=2N(CC1)C(=NN2)C